2-(3-(7-chloro-2-oxo-6-(4-(pyridin-2-yl)phenyl)-1,2-dihydroquinolin-3-yl)phenyl)acetic acid ClC1=C(C=C2C=C(C(NC2=C1)=O)C=1C=C(C=CC1)CC(=O)O)C1=CC=C(C=C1)C1=NC=CC=C1